2,4-dinitroimidazolium dimethylammonium salt C[NH2+]C.[N+](=O)([O-])C=1NC=C([NH+]1)[N+](=O)[O-]